N-[4-(3-Anilino-5,7-dimethyl-4-oxo-4,5-dihydro-1H-pyrrolo[3,2-c]pyridin-2-yl)pyridin-2-yl]-2-(4-fluorophenyl)acetamid N(C1=CC=CC=C1)C1=C(NC2=C1C(N(C=C2C)C)=O)C2=CC(=NC=C2)NC(CC2=CC=C(C=C2)F)=O